tert-Butyl (S)-2-((3-((1-(7-(5-chloropyrimidin-2-yl)-2-methylquinolin-5-yl)cyclopropyl)carbamoyl)-4-methylphenoxy) methyl)azetidine-1-carboxylate ClC=1C=NC(=NC1)C1=CC(=C2C=CC(=NC2=C1)C)C1(CC1)NC(=O)C=1C=C(OC[C@H]2N(CC2)C(=O)OC(C)(C)C)C=CC1C